CC(C(C(=O)O)N1N=CC(=C1)C)C 3-Methyl-2-(4-methyl-1H-pyrazol-1-yl)butyric acid